ClC1=NC2=C(C=CC=C2C(=C1)NC1=CC=C(C=C1)[N+](=O)[O-])CC 2-chloro-8-ethyl-N-(4-nitrophenyl)quinolin-4-amine